ClC1=CC(=NN1CC(=O)NC=1C=NC(=C(C1)F)N1C=NC(=C1)C1(NCC(C1)(F)F)C)C(F)(F)F 2-(5-chloro-3-(trifluoromethyl)-1H-pyrazol-1-yl)-N-(6-(4-(4,4-difluoro-2-methylpyrrolidin-2-yl)-1H-imidazol-1-yl)-5-fluoropyridin-3-yl)acetamide